[C@H]12CN(C[C@H](CC1)N2)C=2C1=C(N=C(N2)OC[C@H]2N(CCC2)C)CN(CC1)C1=CC(=C(C2=CC=CC=C12)Br)O 4-(4-((1R,5S)-3,8-diazabicyclo[3.2.1]octan-3-yl)-2-(((S)-1-methylpyrrolidin-2-yl)methoxy)-5,8-dihydropyrido[3,4-d]pyrimidin-7(6H)-yl)-1-bromonaphthalen-2-ol